adipic acid di(butoxy ethoxy ethyl) ester C(CCC)OCCOCCOC(CCCCC(=O)OCCOCCOCCCC)=O